(Z)-1-(((1r,4r)-4-aminocyclohexyl)methyl)-3-((3,5-dimethyl-1H-pyrrol-2-yl)methylene)-6-(pyridin-4-ylamino)indol-2-one hydrochloride Cl.NC1CCC(CC1)CN1C(\C(\C2=CC=C(C=C12)NC1=CC=NC=C1)=C/C=1NC(=CC1C)C)=O